ClC=1C(=NC(=NC1)NC1CCOCC1)C1=CC=C2CN(C(C2=C1)=O)CCN1C(CCC1)=O 6-{5-chloro-2-[(oxan-4-yl)amino]pyrimidin-4-yl}-2-[2-(2-oxopyrrolidin-1-yl)ethyl]-2,3-dihydro-1H-isoindol-1-one